dimethylglycine-lithium salt [Li+].CN(CC(=O)[O-])C